CN(C1=NN2C(C(=CC=C2)C=2C=3N(C(=NC2)NCC2=C(C=CC4=C2CCO4)F)C=NN3)=N1)C 8-(2-(dimethylamino)-[1,2,4]triazolo[1,5-a]pyridin-8-yl)-N-((5-fluoro-2,3-dihydrobenzofuran-4-yl)methyl)-[1,2,4]triazolo[4,3-c]pyrimidin-5-amine